2-hydroxyethyl 1-(1-(4-cyanophenyl)-4-(5-nitrothiophene-2-carboxamido)-1H-pyrazolo[3,4-d]pyrimidin-6-yl)-1H-pyrrole-3-carboxylate C(#N)C1=CC=C(C=C1)N1N=CC=2C1=NC(=NC2NC(=O)C=2SC(=CC2)[N+](=O)[O-])N2C=C(C=C2)C(=O)OCCO